1,3-bis(9-phosphafluorenyl)methylpropane C1(=CC=CC=2C3=CC=CC=C3PC12)CCCCCC1=CC=CC=2C3=CC=CC=C3PC12